O=C(C(=O)O)C(C)C 2-Ketoisovaleric acid